SCC(=O)N 2-mercaptoacetamide